2,4-dihydroxybenzoic acid-N-(4-hydroxy-3-methoxybenzyl)-amide monosodium salt [Na].OC1=C(C=C(CNC(C2=C(C=C(C=C2)O)O)=O)C=C1)OC